2-bromo-4-[(6-chloro-2-pyridinyl)oxymethyl]benzonitrile BrC1=C(C#N)C=CC(=C1)COC1=NC(=CC=C1)Cl